BrC=1C=C2C(=NC1)C=NN2C 6-bromo-1-methyl-pyrazolo[4,3-b]pyridine